5-(2-bromo-4-chlorophenoxy)piperidin-2-one BrC1=C(OC2CCC(NC2)=O)C=CC(=C1)Cl